C(C#C)OCCOCCOCCOC1=CC=C(/C=C/C2=CC=C(N)C=C2)C=C1 (E)-4-(4-(2-(2-(2-(prop-2-yn-1-yloxy)ethoxy)-ethoxy)ethoxy)styryl)aniline